N-[3-chloro-4-(4-isonipecotoylpiperazine-1-carbonyl)phenyl]-1-methyl-5-[1-(5-methylol-2-pyridyl)-3-(trifluoromethyl)pyrazol-4-yl]imidazole-2-carboxamide ClC=1C=C(C=CC1C(=O)N1CCN(CC1)C(C1CCNCC1)=O)NC(=O)C=1N(C(=CN1)C=1C(=NN(C1)C1=NC=C(C=C1)CO)C(F)(F)F)C